CN(C(OC(C)(C)C)=O)CCC=1C=NN2C1C=CC=C2 tert-butyl methyl(2-(pyrazolo[1,5-a]pyridin-3-yl)ethyl)carbamate